4-[4-({3-[4-(tert-butoxycarbonylamino-methyl)-phenylcarbamoyl]-bicyclo[1.1.1]pentane-1-carbonyl}-amino)-phenyl]-3,6-dihydro-2H-pyridine-1-carboxylic acid tert-butyl ester C(C)(C)(C)OC(=O)N1CCC(=CC1)C1=CC=C(C=C1)NC(=O)C12CC(C1)(C2)C(NC2=CC=C(C=C2)CNC(=O)OC(C)(C)C)=O